CC(=CCC/C(=C/CC/C(=C/CC/C(=C\\CC/C(=C\\CC/C(=C\\CC/C(=C\\CC/C(=C\\CC/C(=C\\CC/C(=C\\CC/C(=C\\COP(=O)([O-])OP(=O)([O-])[O-])/C)/C)/C)/C)/C)/C)/C)/C)/C)/C)C The molecule is an organophosphate oxoanion that is the trianion of ditrans,polycis-undecaprenyl diphosphate. It is an organophosphate oxoanion and a ditrans,polycis-polyprenyl diphosphate(3-). It is a conjugate base of a ditrans,polycis-undecaprenyl diphosphate.